8-[(1R)-1-[(6-Chloro-2-methylsulfonyl-3-pyridyl)oxy]ethyl]-3,6-dimethyl-2-(1-methylpyrazol-4-yl)chromen-4-one ClC1=CC=C(C(=N1)S(=O)(=O)C)O[C@H](C)C=1C=C(C=C2C(C(=C(OC12)C=1C=NN(C1)C)C)=O)C